tris(2-ethyl-3,3-dimethyl-butyl)aluminum C(C)C(C[Al](CC(C(C)(C)C)CC)CC(C(C)(C)C)CC)C(C)(C)C